perfluoro-tert-butanol FC(C(C(F)(F)F)(C(F)(F)F)O)(F)F